N-(6-bromopyridin-2-yl)indoline-2-carboxamide BrC1=CC=CC(=N1)NC(=O)C1NC2=CC=CC=C2C1